NC1=C(C=CC(=C1)Br)NC(OC(C)(C)C)=O tert-butyl (2-amino-4-bromophenyl)carbamate